CN1C2=CC=C(C(=C2C(C12C=NC1=C(O2)C=CC2=CC(=C(C=C21)C(=O)OC)O)(C)C)C)C 1,3,3,4,5-pentamethyl-9'-methoxycarbonyl-8'-hydroxy-spiro[indoline-2,3'-[3H]naphth[2,1-b][1,4]oxazine]